OC1=CC=C(C=2OC3=CC(=CC=C3C(C2)=O)OC)C=C1 4'-Hydroxy-7-methoxyflavone